N-(beta-aminoethyl)-gamma-aminopropyl-trimethyl-(ethyloxy)silane NCCNCCCC[Si](OCC)(C)C